FC1=C(C(=CC=C1)C)N1CCC(CC1)N1C(N(C=2C(C1)=CN(N2)CCN2CC(C2)OC)CC2=C(C=CC=C2)C(F)(F)F)=O 5-[1-(2-Fluoro-6-methyl-phenyl)-piperidin-4-yl]-2-[2-(3-methoxy-azetidin-1-yl)-ethyl]-7-(2-trifluoromethyl-benzyl)-2,4,5,7-tetrahydro-pyrazolo[3,4-d]pyrimidin-6-on